(S)-6-(4-chlorophenyl)-N-(1-(3-fluoro-4-(methylcarbamoyl)phenyl)ethyl)-2-(1-methyl-1H-pyrazol-4-yl)-3-oxo-2,3-dihydropyridazine-4-carboxamide ClC1=CC=C(C=C1)C=1C=C(C(N(N1)C=1C=NN(C1)C)=O)C(=O)N[C@@H](C)C1=CC(=C(C=C1)C(NC)=O)F